C(C)C1N=C(OC1)C1=NC2=CC=C(C=C2C(=N1)N)N (4-ethyl-4,5-dihydrooxazol-2-yl)quinazoline-4,6-diamine